C(C)(C)(C)C#CCC(=O)C1=CC=CC=C1 2-(tert-butyl-ethynyl)acetophenone